2-Amino-N-[1-(8-chloro-1-cyano-5-pyridin-3-ylimidazo[1,5-a]pyridin-6-yl)ethyl]pyrazolo[1,5-a]pyrimidine-3-carboxamide NC1=NN2C(N=CC=C2)=C1C(=O)NC(C)C=1C=C(C=2N(C1C=1C=NC=CC1)C=NC2C#N)Cl